(difluoromethyl)-8-((1R,2R)-2-hydroxy-2-methylcyclopentyl)-2-(piperidin-4-ylamino)pyrido[2,3-d]Pyrimidine-7(8H)-one hydrochloride Cl.FC(F)C=1C2=C(N=C(N1)NC1CCNCC1)N(C(C=C2)=O)[C@H]2[C@](CCC2)(C)O